CC1=NOC(=C1C1=CC=C2C=3N([C@H](COC31)C3=NC=CC=C3)C(=N2)N2C[C@@H](CC2)NC(OC(C)(C)C)=O)C tert-butyl {(3R)-1-[(4S)-7-(3,5-dimethylisoxazol-4-yl)-4-pyridin-2-yl-4,5-dihydroimidazo[1,5,4-de][1,4]benzoxazin-2-yl]pyrrolidin-3-yl}carbamate